CC(=C(C)C1=C(C=C(C(=C1)C(C)C)O)O)CC 4-(3-Methylpent-2-en-2-yl)-6-propan-2-ylbenzene-1,3-diol